CC1=NC(=CC2=C1NC1=CC(=CC=C21)O)O 1-methyl-9H-pyrido[3,4-b]indole-3,7-diol